1,3-bis(2,6-diisopropylphenyl)imidazol-2-ylidene(1,4-naphthoquinone) palladium [Pd].C(C)(C)C1=C(C(=CC=C1)C(C)C)N1C(N(C=C1)C1=C(C=CC=C1C(C)C)C(C)C)=C1C(C2=CC=CC=C2C(C1)=O)=O